(3R)-3-({2-[2-(trifluoromethoxy)phenyl][1,2,4]triazolo[1,5-c]quinazolin-5-yl}amino)pyrrolidin FC(OC1=C(C=CC=C1)C1=NN2C(=NC=3C=CC=CC3C2=N1)N[C@H]1CNCC1)(F)F